tert-butyl (1-(4-bromo-5-iodo-2-methoxyphenyl)propan-2-yl)carbamate BrC1=CC(=C(C=C1I)CC(C)NC(OC(C)(C)C)=O)OC